C(C=C)NC(=O)N1[C@H]([C@H](CCC1)C1=NNC=C1)CO[C@@H]1CC[C@@H](CC1)C(C)C (CIS)-N-allyl-2-((((CIS)-4-isopropylcyclohexyl)oxy)methyl)-3-(1H-pyrazol-3-yl)piperidine-1-carboxamide